N-((4'-((6-cyano-1-methyl-2-oxo-1,2-dihydro-1,5-naphthyridin-4-yl)(cyclopropylmethyl)amino)-[1,1'-biphenyl]-4-yl)methyl)methanesulfonamide C(#N)C=1N=C2C(=CC(N(C2=CC1)C)=O)N(C1=CC=C(C=C1)C1=CC=C(C=C1)CNS(=O)(=O)C)CC1CC1